FC(CN1C=CC2=C(C=CC=C12)C1=C(C=C2NC(C=3N(C2=C1F)C(=NN3)C)(C)C)OC(F)F)F 8-[1-(2,2-Difluoro-ethyl)-1H-indol-4-yl]-7-(difluoro-methoxy)-9-fluoro-1,4,4-trimethyl-5H-[1,2,4]triazolo[4,3-a]quinoxaline